6-(5-chloro-2-((tetrahydro-2H-pyran-4-yl) amino) pyrimidin-4-yl)-7-fluoro-1-oxoisoindoline-2-propionate ClC=1C(=NC(=NC1)NC1CCOCC1)C1=CC=C2CN(C(C2=C1F)=O)CCC(=O)[O-]